C1(C=CC(N1C=1C=C(OC2=C(C=C(C=C2C)C(C)(C)C2=CC(=C(C(=C2)C)OC2=CC(=CC=C2)N2C(C=CC2=O)=O)C)C)C=CC1)=O)=O 2,2-bis[4-(3-maleimidophenoxy)-3,5-dimethylphenyl]propane